ClC1=CC=C(C=C1)S(=O)(=O)NC(C1=C(C=CC=C1)Cl)=O 4-Chloro-N-(2-chlorobenzoyl)benzenesulfonamide